ClC1=CC(=C(N[C@H](C)C2=CC(=CC=3C(C(=C(OC32)C3=CC=CC=C3)C)=O)C)C=C1)C(F)F 8-[(1R)-1-[4-chloro-2-(difluoromethyl)anilino]ethyl]-3,6-dimethyl-2-phenyl-benzopyran-4-one